deoxyUracil C1NC=CC(=O)N1